2-hydroxy-N-((5-(2-((6-(trifluoromethyl)oxazolo[4,5-b]pyridin-2-yl)thio)acetyl)thiophen-2-yl)methyl)acetamide OCC(=O)NCC=1SC(=CC1)C(CSC=1OC=2C(=NC=C(C2)C(F)(F)F)N1)=O